FC=1C=C2C=C(NC2=CC1)B(O)O 5-FLUORO-1H-INDOL-2-YLBORONIC ACID